C1NCCC2=CC=CC(=C12)C(=O)OC methyl 1,2,3,4-tetrahydroisoquinoline-8-carboxylate